COC1=CC=C(C(=O)O)C=C1 R-p-methoxybenzoic acid